C(#N)N1[C@H]2[C@@H](C[C@@H]1CC2)NC(=O)C2=NN(C1=CC=CC=C21)C2=CC(=CC=C2)C#N N-((1R,2R,4S)-7-cyano-7-azabicyclo[2.2.1]heptan-2-yl)-1-(3-cyanophenyl)-1H-indazole-3-carboxamide